CC=1C(=NC=C(C1)C)N1CCN(CC1)C(=O)C1=CC=C(C=C1)C1(C(NC(N1)=O)=O)C(F)(F)F 5-{4-[4-(3,5-dimethylpyridin-2-yl)piperazine-1-carbonyl]phenyl}-5-trifluoromethylimidazolidine-2,4-dione